3-(5-amino-4-oxobenzo[d][1,2,3]triazin-3(4H)-yl)piperidin-2,6-dione NC1=CC=CC=2N=NN(C(C21)=O)C2C(NC(CC2)=O)=O